tert-butyl (R)-6-hydroxy-4-(4-methoxybenzyl)-3-oxo-1,4-diazepane-1-carboxylate O[C@@H]1CN(C(CN(C1)C(=O)OC(C)(C)C)=O)CC1=CC=C(C=C1)OC